2-Phenyl-2-heptenal C1(=CC=CC=C1)C(C=O)=CCCCC